methyl (S)-2-((2-((4-chloro-2-fluorobenzyl) oxy)-3-(trifluoromethyl)-5,8-dihydro-1,7-naphthyridin-7(6H)-yl) methyl)-3-(oxetan-2-ylmethyl)-3H-imidazo[4,5-c]pyridine-6-carbimidate ClC1=CC(=C(COC2=NC=3CN(CCC3C=C2C(F)(F)F)CC2=NC3=C(C=NC(=C3)C(OC)=N)N2C[C@H]2OCC2)C=C1)F